NC1=NC(=CC(=N1)N1CCC2(C[C@H](NC2)C(=O)OCC)CC1)O[C@@H](C(F)(F)F)C1=C(C=C(C=C1)C1=CC(=C(C=C1)OCCC)F)C1=CC=CC=C1 (S)-ethyl 8-(2-amino-6-((R)-2,2,2-trifluoro-1-(3-fluoro-4-propoxy-[1,1':3',1''-terphenyl]-4'-yl)ethoxy)pyrimidin-4-yl)-2,8-diazaspiro[4.5]decane-3-carboxylate